IC1=CC=C(CP(OCC)(OCC)=O)C=C1 diethyl (4-iodobenzyl)phosphonate